8-(6-(tert-butyl)-5-fluoropyridin-3-yl)-3-(morpholine-4-carbonyl)-6-oxo-3,4-dihydro-2H,6H-pyrimido[2,1-b][1,3]thiazine-7-carbonitrile C(C)(C)(C)C1=C(C=C(C=N1)C=1N=C2SCC(CN2C(C1C#N)=O)C(=O)N1CCOCC1)F